benzyl N-[1-[[(5-bromo-2-chloro-pyrimidin-4-yl) amino] methyl] propyl]-carbamate BrC=1C(=NC(=NC1)Cl)NCC(CC)NC(OCC1=CC=CC=C1)=O